2-carboxymethyl-2-trifluoromethyl-4-methyl-1,3-dioxolane C(=O)(O)CC1(OCC(O1)C)C(F)(F)F